2-(4-tert-butyl-5-chloro-2-methyl-phenyl)-5-(1,4-dimethylpyrazol-3-yl)-1H-1,6-naphthyridin-4-one C(C)(C)(C)C1=CC(=C(C=C1Cl)C=1NC2=CC=NC(=C2C(C1)=O)C1=NN(C=C1C)C)C